(1S,3R,4S)-2-((S)-2-chloro-9-hydroxy-9H-fluorene-9-carbonyl)-N-((S)-1-cyano-2-((R)-2-oxopiperidin-3-yl)ethyl)-5,5-difluoro-2-azabicyclo[2.2.2]octane-3-carboxamide ClC1=CC=2[C@@](C3=CC=CC=C3C2C=C1)(C(=O)N1[C@@H]2CC([C@H]([C@@H]1C(=O)N[C@@H](C[C@@H]1C(NCCC1)=O)C#N)CC2)(F)F)O